4-fluoro-N-(2-(7-fluoro-1H-indol-3-yl)ethyl)-2-((3,4,5-trimethoxyphenyl)amino)benzamide FC1=CC(=C(C(=O)NCCC2=CNC3=C(C=CC=C23)F)C=C1)NC1=CC(=C(C(=C1)OC)OC)OC